FC=1C(=C(C2=C(C=C(O2)CNC(=O)C=2C=NN3C2N=CC=C3)C1)C(=O)O[C@@H](C(F)(F)F)C)F (R)-1,1,1-Trifluoropropan-2-yl 5,6-difluoro-2-((pyrazolo[1,5-a]pyrimidine-3-carboxamido)methyl)benzofuran-7-carboxylate